C(C)(C)(C)C1=CC2=CC3=CC=C(C=C3C=C2C=C1)C(C)(C)C 2,6-di-tert-butylanthracene